1-tert-butyl-3-phenyl-bis(2-quinolinyl)-1-butanone C(C)(C)(C)C(C(C(C)C1=CC=CC=C1)(C1=NC2=CC=CC=C2C=C1)C1=NC2=CC=CC=C2C=C1)=O